2-(bromomethyl)prop-2-enenitrile BrCC(C#N)=C